1-ethyl-6,8-difluoro-7-(3-methyl-4-acetylpiperazin-1-yl)-3-(4-bromocinnamoyl)-quinolin-4(1H)-one C(C)N1C=C(C(C2=CC(=C(C(=C12)F)N1CC(N(CC1)C(C)=O)C)F)=O)C(C=CC1=CC=C(C=C1)Br)=O